FC=1C(=CC=2C3=C(NC(C2C1)=O)COC[C@H]3N(C(=O)C3=CN=C(N3)C(F)(F)F)C)F (S)-N-(8,9-difluoro-6-oxo-1,4,5,6-tetrahydro-2H-pyrano[3,4-c]isoquinolin-1-yl)-N-methyl-2-(trifluoromethyl)-1H-imidazole-5-carboxamide